CNC=1C=CC=2N(C1)C(=CN2)C=2C=CC(=NC2)NC(OC)=O methyl N-[5-[6-(methylamino)imidazo[1,2-a]pyridin-3-yl]-2-pyridyl]carbamate